5-(3-pyridinyl)-1,3,4-oxadiazole-2-acetic acid ethyl ester C(C)OC(CC=1OC(=NN1)C=1C=NC=CC1)=O